Bis-(methyldiethoxysilylpropyl)amin C[Si](OCC)(OCC)CCCNCCC[Si](C)(OCC)OCC